Cl.C(C)(C)OC=1C=C2C(=CNC2=CC1)C1CCN(CC1)CCC=1C=NN(C1)CC(C)(C)C 5-isopropoxy-3-[1-[2-[1-neopentyl-1H-pyrazol-4-yl]ethyl]-4-piperidinyl]-1H-indole hydrochloride